The molecule is a phosphatidylcholine 38:4 in which the acyl groups at positions 1 and 2 are octadecanoyl and (8Z,10Z,12Z,14Z)-eicosatetraenoyl respectively. It has a role as a mouse metabolite. It derives from an octadecanoic acid. CCCCCCCCCCCCCCCCCC(=O)OC[C@H](COP(=O)([O-])OCC[N+](C)(C)C)OC(=O)CCCCCC/C=C\\C=C/C=C\\C=C/CCCCC